(E)-4-hydroxy-N'-(3,5-dichloro-2-hydroxybenzylidene)-3-methylbenzofuran-2-carbohydrazide OC1=CC=CC2=C1C(=C(O2)C(=O)N/N=C/C2=C(C(=CC(=C2)Cl)Cl)O)C